4-ethoxy-6-((7-(2-(ethyl(methyl)amino)ethyl)-1-oxo-5-(2,2,2-trifluoro-1-methoxyethyl)-3,4-dihydroisoquinolin-2(1H)-yl)methyl)nicotinonitrile C(C)OC1=CC(=NC=C1C#N)CN1C(C2=CC(=CC(=C2CC1)C(C(F)(F)F)OC)CCN(C)CC)=O